ClC1=C(C(=NN1CC1=C(C=CC=C1F)F)C(=O)OCC)CCNC1(CC1)CC#N ethyl 5-chloro-4-(2-((1-(cyanomethyl)cyclopropyl)amino)ethyl)-1-(2,6-difluorobenzyl)-1H-pyrazole-3-carboxylate